N2,N4-bis[4-(1,2,3,6-tetrahydropyridin-4-yl)phenyl]pyridine-2,4-dicarboxamide N1CCC(=CC1)C1=CC=C(C=C1)NC(=O)C1=NC=CC(=C1)C(=O)NC1=CC=C(C=C1)C=1CCNCC1